3-[[(2S)-oxetan-2-ylmethyl]amino]benzoate O1[C@@H](CC1)CNC=1C=C(C(=O)[O-])C=CC1